ClCN1CCC(C(=C1)OCC(C)(C)F)=O 1-(chloromethyl)-5-(2-fluoro-2-methylpropyloxy)-4-oxo-3,4-dihydropyridine